diamyl-cyclohexane C(CCCC)C1(CCCCC1)CCCCC